CC1=C(C(=C(C(=O)O)C=C1F)N)Br methyl-2-amino-3-bromo-5-fluorobenzoic acid